(4-{2-[2-(Dimethylamino)-2-oxoethoxy]-2-oxoethyl} phenyl) (4-guanidinobenzoate) N(C(=N)N)C1=CC=C(C(=O)OC2=CC=C(C=C2)CC(=O)OCC(=O)N(C)C)C=C1